5-(3,6-dihydro-2H-pyran-4-yl)-2-(4-{[(3R)-1-methylpiperidin-3-yl]amino}phthalazin-1-yl)phenol O1CCC(=CC1)C=1C=CC(=C(C1)O)C1=NN=C(C2=CC=CC=C12)N[C@H]1CN(CCC1)C